3-(3-(6,7-Dimethoxy-1,2,3,4-tetrahydroisoquinoline-2-carbonyl)phenyl)-2-methyl-5,6-dihydro-2H-2,6-methanobenzo[g][1,3,5]oxadiazocin-4(3H)-one COC=1C=C2CCN(CC2=CC1OC)C(=O)C=1C=C(C=CC1)N1C2(OC3=C(C(NC1=O)C2)C=CC=C3)C